N-(1-methylethylidene)-3-(triethoxysilyl)-1-propaneamine CC(C)=NCCC[Si](OCC)(OCC)OCC